C1(=CC=CC=C1)N1C(C2=CC=CC=C2C(=N1)C1=CC=CC=C1)=O 2,4-Diphenyl-1(2H)-phthalazinone